2-deoxyribose 5'-phosphate C1[C@@H]([C@H](OC1O)COP(=O)(O)O)O